[Na].[Na].[C@@H]1([C@H](O)[C@H](O)[C@@H](CO)O1)N1C(=O)N=C(N)C=C1 Cytidine disodium salt